FC(CNC1C[C@H](N(CC1)C(=O)OC(C)(C)C)C1=C(C=CC(=C1)F)F)F tert-Butyl (2S)-4-((2,2-difluoroethyl)amino)-2-(2,5-difluorophenyl)piperidine-1-carboxylate